(R)-1-(2,5-difluoropyridin-3-yl)ethyl (4-(5-(6-(difluoromethyl)nicotinamido)pyridin-2-yl)-1-methyl-1H-1,2,3-triazol-5-yl)carbamate FC(C1=NC=C(C(=O)NC=2C=CC(=NC2)C=2N=NN(C2NC(O[C@H](C)C=2C(=NC=C(C2)F)F)=O)C)C=C1)F